FC1=CC=C(C=C1)C(CCC(=O)C1=C(C=C(C=C1F)F)F)=O (4-Fluorophenyl)-4-(2,4,6-trifluorophenyl)butane-1,4-dione